N2-(2-(1-(Cyclopropylsulfonyl)-1H-pyrazol-4-yl)pyrimidin-4-yl)-N4-((1s,4s)-4-fluorocyclohexyl)-5-(1-(3,3,3-trifluoropropyl)-1H-pyrazol-3-yl)pyridine-2,4-diamine C1(CC1)S(=O)(=O)N1N=CC(=C1)C1=NC=CC(=N1)NC1=NC=C(C(=C1)NC1CCC(CC1)F)C1=NN(C=C1)CCC(F)(F)F